N1(CCNCC1)C1=CC=C2C[C@H](COC2=C1)NC(C1=CN=C(C=C1)NCC1=CC(=CC=C1)C(F)(F)F)=O (R)-N-(7-(piperazin-1-yl)chroman-3-yl)-6-((3-(trifluoromethyl)benzyl)amino)nicotinamide